pyridine-2-ol N1=C(C=CC=C1)O